4,8-bis(2-ethyl-2'-fluoro-4'-(4-pentylcyclohexyl)-(1,1'-biphenyl)-4-yl)-6-(trifluoromethyl)-5H-imidazo[5,4-f]-2,1,3-benzothiadiazole C(C)C1=C(C=CC(=C1)C1=C2C(=C(C3=NSN=C31)C3=CC(=C(C=C3)C3=C(C=C(C=C3)C3CCC(CC3)CCCCC)F)CC)N=C(N2)C(F)(F)F)C2=C(C=C(C=C2)C2CCC(CC2)CCCCC)F